1,7-dichloroheptane ClCCCCCCCCl